6,8-difluoro-2-((((S)-1-methylpyrrolidin-2-yl)methoxy)-7-(5,6,7,8-tetrahydroisoquinolin-4-yl)quinazolin-4-ylpiperazin-2-yl)acetonitrile FC1CNCC(N1C1=NC=NC2=C(C(=CC=C12)C1=CN=CC=2CCCCC12)F)(CC#N)OC[C@H]1N(CCC1)C